OCCOCC(=O)N1CC2=NN(C=C2C1)S(=O)(=O)C1=NN(C=C1)CC(F)(F)F 2-hydroxyethoxy-1-[2-[1-(2,2,2-trifluoroethyl)pyrazol-3-ylsulfonyl]-4H,6H-pyrrolo[3,4-c]pyrazol-5-yl]ethanone